2-(4-((4-(3-Fluoro-4-(trifluoromethyl)phenyl)-5-oxo-4,5-dihydro-1H-1,2,4-triazol-1-yl)methyl)-2-methylphenoxy)-2-methylpropionic acid FC=1C=C(C=CC1C(F)(F)F)N1C=NN(C1=O)CC1=CC(=C(OC(C(=O)O)(C)C)C=C1)C